ethyl 5-bromo-7-chloro-4-fluorobenzofuran-2-carboxylate BrC=1C=C(C2=C(C=C(O2)C(=O)OCC)C1F)Cl